COC1=C2CNCC2=CC=C1 4-(methoxy)isoindolin